1-[2-(pyridin-2-ylamino)-pyrimidin-4-yl]-1H-indole-3-carboxamide N1=C(C=CC=C1)NC1=NC=CC(=N1)N1C=C(C2=CC=CC=C12)C(=O)N